BrC=1N(C(=C2OC[C@H]3[C@@H](NS(C21)(=O)=O)CN(C3)C(=O)OC(C)(C)C)C(NC3=CC(=C(C=C3)F)C)=O)C tert-butyl (3aR,10aR)-6-bromo-8-((4-fluoro-3-methylphenyl)carbamoyl)-7-methyl-3a,4,10,10a-tetrahydro-1H,7H-dipyrrolo[3,4-b:3',4'-f][1,4,5]oxathiazocine-2(3H)-carboxylate 5,5-dioxide